N8-(3-chloro-5-(trifluoromethyl)phenyl)-N2-cyclopentyl-9-(piperidin-4-yl)-9H-purine-2,8-diamine ClC=1C=C(C=C(C1)C(F)(F)F)NC=1N(C2=NC(=NC=C2N1)NC1CCCC1)C1CCNCC1